(2R,3S)-1-(diphenylmethyl)-2-methylazetidin-3-ol C1(=CC=CC=C1)C(N1[C@@H]([C@H](C1)O)C)C1=CC=CC=C1